thiopyran-4-carboxamide S1CC=C(C=C1)C(=O)N